3-(4-chlorophenyl)-N-[(2S)-1-hydroxypropan-2-yl]-6-oxo-6H-1,4'-bipyridazin-5-carboxamide ClC1=CC=C(C=C1)C1=NN(C(C(=C1)C(=O)N[C@H](CO)C)=O)C1=CN=NC=C1